FCC(CCN1C=2N=C(NC(C2N=C1)=O)N)CO 9-[4-fluoro-3-(hydroxymethyl)butyl]guanine